C(C)C1(COC1)COCCBr 3-ethyl-3-[2-bromoethoxymethyl]-oxetane